3-[4-[5-(4-bromophenyl)-1-[2-(trifluoromethyl)phenyl]pyrrol-2-yl]phenoxy]-N,N-dimethyl-propan-1-amine hydrochloride Cl.BrC1=CC=C(C=C1)C1=CC=C(N1C1=C(C=CC=C1)C(F)(F)F)C1=CC=C(OCCCN(C)C)C=C1